ClC=1C=C(OCC2=NN=C(S2)NC(C2=CN=C(C=C2C2=C(C=CC=C2)OC)C)=O)C=C(C1)Cl N-(5-((3,5-Dichlorophenoxy)methyl)-1,3,4-thiadiazol-2-yl)-4-(2-methoxyphenyl)-6-methylnicotinamide